2-((3-(4-amino-3-(4-phenoxyphenyl)-1H-pyrazolo[3,4-d]pyrimidin-1-yl)pyrrolidin-1-yl)sulfonyl)-3-bromo-4,5,6-trifluorophenol NC1=C2C(=NC=N1)N(N=C2C2=CC=C(C=C2)OC2=CC=CC=C2)C2CN(CC2)S(=O)(=O)C2=C(C(=C(C(=C2Br)F)F)F)O